bromo-2-bromomethyl-2-(2,4-dichlorophenyl)-4-propyl-1,3-dioxolane BrC1(OC(OC1)(C1=C(C=C(C=C1)Cl)Cl)CBr)CCC